(3-fluoro-5,6,7,8-tetrahydro-1,6-naphthyridin-2-yl)phosphonate hydrochloride Cl.FC=1C(=NC=2CCNCC2C1)P(O)(O)=O